N-[2,4-difluoro-3-[5-(6-piperazin-1-yl-3-pyridyl)-1H-pyrrolo[2,3-b]pyridine-3-carbonyl]phenyl]cyclohexanesulfonamide FC1=C(C=CC(=C1C(=O)C1=CNC2=NC=C(C=C21)C=2C=NC(=CC2)N2CCNCC2)F)NS(=O)(=O)C2CCCCC2